CC1(OCC(CO1)CCS(=O)(=O)O)C.CCS(=O)(=O)OC1COC(OC1)(C)C (2,2-dimethyl-1,3-dioxane-5-yl) methyl-methanesulfonate ((2,2-dimethyl-1,3-dioxan-5-yl) methyl methansulfonate)